6-(N-(6-((6-(benzo[d]thiazol-2-ylamino)-5-methylpyridazin-3-yl)(methyl)amino)-3-(1-(cyclohexylmethyl)-5-methyl-1H-pyrazol-4-yl)picolinoyl)sulfamoyl)hexanoic acid S1C(=NC2=C1C=CC=C2)NC2=C(C=C(N=N2)N(C2=CC=C(C(=N2)C(=O)NS(=O)(=O)CCCCCC(=O)O)C=2C=NN(C2C)CC2CCCCC2)C)C